9-fluoro-8-(4-(4-(6-fluorobenzo[d]isoxazol-3-yl)piperidin-1-yl)butoxy)-5,6-dihydro-1H-pyrrolo[3,2,1-ij]quinolin-4(2H)-one FC1=C(C=C2CCC(N3C2=C1CC3)=O)OCCCCN3CCC(CC3)C3=NOC1=C3C=CC(=C1)F